6-((6-((2S,6R)-2,6-diethylmorpholino)-2-methylpyridin-3-yl)amino)spiro[3.3]heptane-2-carboxamide C(C)[C@@H]1O[C@@H](CN(C1)C1=CC=C(C(=N1)C)NC1CC2(CC(C2)C(=O)N)C1)CC